(S)-1-([1,1'-biphenyl]-4-yl)-3-chloropropan-2-ol C1(=CC=C(C=C1)C[C@@H](CCl)O)C1=CC=CC=C1